N-butoxycarbonyl-carbamic acid tert-butyl ester C(C)(C)(C)OC(NC(=O)OCCCC)=O